C(C)(=O)N(C=1C=C(C(=NC1)C(=O)NC1=C(C=CC(=C1)SC(F)(F)F)O)S(=O)(=O)CC)C 5-[acetyl-(methyl)amino]-3-ethylsulfonyl-N-[2-hydroxy-5-(trifluoromethylsulfanyl)phenyl]pyridine-2-carboxamide